(R)-3-amino-3-(4-(7,7-difluoro-2-((2S,3R)-3-hydroxy-2-methylazetidin-1-yl)-6,7-dihydro-5H-cyclopenta[d]pyrimidin-4-yl)phenyl)propanenitrile N[C@H](CC#N)C1=CC=C(C=C1)C=1C2=C(N=C(N1)N1[C@H]([C@@H](C1)O)C)C(CC2)(F)F